ClC1=C(C=CC(=C1)F)C1=CC(OC2=CC(=CC=C12)C[C@H](C(=O)N(C)C)C)=O (R)-3-(4-(2-chloro-4-fluorophenyl)-2-oxo-2H-chromen-7-yl)-N,N,2-trimethylpropanamide